2-amyl-2-chloro-cyclopentanone C(CCCC)C1(C(CCC1)=O)Cl